C(C)OC(CC/C=C/COC[C@@]12C[C@H](N([C@H]2C1)C(=O)OC(C)(C)C)C(=O)OCC1=CC=CC=C1)=O 3-benzyl 2-(tert-butyl) (1S,3S,5R)-5-((((E)-6-ethoxy-6-oxohex-2-en-1-yl)oxy)methyl)-2-azabicyclo[3.1.0]hexane-2,3-dicarboxylate